N-(2-chloro-6-methylphenyl)-2-((6-(4-(7-((2-(2,6-dioxopiperidin-3-yl)-1-oxoisoindolin-4-yl)oxy)heptanoyl)piperazin-1-yl)-2-methylpyrimidin-4-yl)amino)thiazole-5-carboxamide ClC1=C(C(=CC=C1)C)NC(=O)C1=CN=C(S1)NC1=NC(=NC(=C1)N1CCN(CC1)C(CCCCCCOC1=C2CN(C(C2=CC=C1)=O)C1C(NC(CC1)=O)=O)=O)C